ClC=1C=C(C=CC1)C1=NC=C2C(=C(N=CC2=C1)C(=O)OC)O Methyl 7-(3-chlorophenyl)-4-hydroxy-2,6-naphthyridine-3-carboxylate